tert-Butyl (2S)-2-(2-amino-3-methoxy-3-oxopropyl)pyrrolidine-1-carboxylate NC(C[C@H]1N(CCC1)C(=O)OC(C)(C)C)C(=O)OC